C(CCC)C1N(S(C2=C(N(C1)C1=CC=CC=C1)C=C(C(=C2)OC[C@](C(=O)OC)(C)O)SC)(=O)=O)C Methyl (S)-3-((3-butyl-2-methyl-7-(methylthio)-1,1-dioxido-5-phenyl-2,3,4,5-tetrahydro-1,2,5-benzothiadiazepin-8-yl)oxy)-2-hydroxy-2-methylpropanoate